tert-butyl (2S,6R)-4-[8-[(2-ethynyl-8-fluoro-imidazo[1,2-a]pyridin-6-yl)carbamoyl]quinoxalin-5-yl]-2,6-dimethyl-piperazine-1-carboxylate C(#C)C=1N=C2N(C=C(C=C2F)NC(=O)C=2C=CC(=C3N=CC=NC23)N2C[C@@H](N([C@@H](C2)C)C(=O)OC(C)(C)C)C)C1